1-methyl-3-phenyl-1H,4H,5H,6H,7H-pyrazolo[3,4-d]pyrimidine-4,6-dione CN1N=C(C2=C1NC(NC2=O)=O)C2=CC=CC=C2